ICC1=CC=C(CO)C=C1 4-(iodomethyl)benzyl alcohol